OC(C(O)(O)O)Cl Tetrahydroxyethyl chloride